8-methyl-3-(methylamino)quinoline-6-carboxylic acid hydrochloride salt Cl.CC=1C=C(C=C2C=C(C=NC12)NC)C(=O)O